ethyl (S)-4-(4-fluoro-5-hydroxy-6-methoxybenzo[b]thiophen-2-yl)-2-methyl-4-oxobutanoate FC1=C(C(=CC=2SC(=CC21)C(C[C@@H](C(=O)OCC)C)=O)OC)O